ClC=1N=NC(=CC1C1CCC1)Cl 3,6-dichloro-4-cyclobutylpyridazine